OC1=CC=C(C=C1)C(C1=C(C=C(C=C1C)C)O)C1=C(C=C(C=C1C)C)O 2,2'-[(4-hydroxyphenyl)methylene]bis(3,5-dimethylphenol)